N-(3,4-Dichlorophenyl)-6-hydroxy-3,4-dihydroisoquinoline-2(1H)-carboxamide ClC=1C=C(C=CC1Cl)NC(=O)N1CC2=CC=C(C=C2CC1)O